[32P]phosphate [32P](=O)([O-])([O-])[O-]